N-(2-(Dimethylamino)ethyl)-3-fluoro-5-((6-(1-methyl-1H-pyrazol-5-yl)-1-oxoisoquinolin-2(1H)-yl)methyl)benzamide CN(CCNC(C1=CC(=CC(=C1)CN1C(C2=CC=C(C=C2C=C1)C1=CC=NN1C)=O)F)=O)C